(±)-tert-butyl (1S,4R)-2-(trifluoromethoxy)-7-azabicyclo[2.2.1]heptane-7-carboxylate FC(O[C@H]1[C@@H]2CC[C@H](C1)N2C(=O)OC(C)(C)C)(F)F |&1:3|